pyridyl-vinyl-cholesterol N1=C(C=CC=C1)C(C(C)CCC[C@@H](C)[C@H]1CC[C@H]2[C@@H]3CC=C4C[C@@H](O)CC[C@]4(C)[C@H]3CC[C@]12C)C=C